N-linoleoyl-arginine C(CCCCCCC\C=C/C\C=C/CCCCC)(=O)N[C@@H](CCCNC(N)=N)C(=O)O